3-(2,4-Dioxo-7-(phenylethynyl)-1,2,3,4-tetrahydro-5H-naphtho[1,2-b][1,4]diazepin-5-yl)benzonitrile O=C1CC(N(C2=C(N1)C1=CC=CC=C1C(=C2)C#CC2=CC=CC=C2)C=2C=C(C#N)C=CC2)=O